C(N)(=O)C1(COCC1)NC(=O)C1=C(OC2=C1C=C(C=C2)OCC2=NC=CC=C2)C N-(3-carbamoyltetrahydrofuran-3-yl)-2-methyl-5-(pyridin-2-ylmethoxy)benzofuran-3-carboxamide